CN(C1=C(O)C=C(C(=C1)O)N(C)C)C 2,5-bis-dimethylaminohydroquinone